7-hydroxy-4-methyl-3-coumarinacetic acid OC1=CC=C2C(=C(C(OC2=C1)=O)CC(=O)O)C